O.O.C(=O)([O-])C(O)C(O)C(=O)[O-].[Zn+2] zinc(II) tartrate dihydrate